1-(2-(methylthio)phenyl)ethan CSC1=C(C=CC=C1)CC